ethylene-ethylene-vinyl alcohol C(CCCC=CO)O